N-(2-aminoethyl)-4-[4-(diphenylmethyl)-1-piperazinyl]-3-[[(phenylamino)carbonyl]amino]-benzamide NCCNC(C1=CC(=C(C=C1)N1CCN(CC1)C(C1=CC=CC=C1)C1=CC=CC=C1)NC(=O)NC1=CC=CC=C1)=O